[Bi]=[Te].[Cu] copper-bismuth telluride